4-bromo-6-methoxy-2,2-dimethyl-2,3-dihydro-1H-indene BrC1=C2CC(CC2=CC(=C1)OC)(C)C